diphenyl-silyl(cyclopentadiene) C1(=CC=CC=C1)[SiH](C1=CC=CC1)C1=CC=CC=C1